C[C@@H]1O[C@@H](CC2=NC(=C(C(=C21)C2=C1C=NNC1=CC=C2C)C#N)N2CC1(CN(C1)C(C=C)=O)CC2)C (5S,7R)-5,7-dimethyl-4-(5-methyl-1H-indazol-4-yl)-2-(2-(2-propenoyl)-2,6-diazaspiro[3.4]octan-6-yl)-7,8-dihydro-5H-pyrano[4,3-b]pyridine-3-carbonitrile